C(CCCCCCCCCCC)N(CCCCCCCCCCCC)C1N(CCN(C1)CCCCCCCCCCCC)CCN(CCCCCCCCCCCC)CCCCCCCCCCCC (didodecylamino)N1,N1,4-tridodecyl-1-piperazineethanamine